CN(C(OC(C)(C)C)=O)[C@H](C(=O)NCCOC1=CC(=NC(=C1)NC=1SC(=CN1)C1=CC=CC=C1)C)C tert-butyl N-methyl-N-[(1S)-1-methyl-2-[2-[[2-methyl-6-[(5-phenylthiazol-2-yl)amino]-4-pyridyl]oxy]ethyl amino]-2-oxo-ethyl]carbamate